1H-Pyrazol-3-ylboronic acid tert-Butyl-N-[2-(4,4,5,5-tetramethyl-1,3,2-dioxaborolan-2-yl)ethyl]carbamate C(C)(C)(C)OC(NCCB1OC(C(O1)(C)C)(C)C)=O.N1N=C(C=C1)B(O)O